O=C1NC2CCC(N1C2)C(N)=N 7-oxo-1,6-diazabicyclo[3.2.1]octane-2-carboximidamide